7-hydroxy-6-methoxy-2-methylquinazolin-4(3H)-one OC1=C(C=C2C(NC(=NC2=C1)C)=O)OC